C(#N)C1CC(C1)OC1=CC=C2C(OC(C2=C1)P(OC)(OC)=O)=O dimethyl (6-(3-cyanocyclobutoxy)-3-oxo-1,3-dihydroisobenzofuran-1-yl)phosphonate